ClC1=NC(=NC=C1C(F)(F)F)NC1=C(C=C(C=C1)N1CC(CC1)N(C)C)Cl 4-chloro-N-(2-chloro-4-(3-(dimethylamino)pyrrolidin-1-yl)phenyl)-5-(trifluoromethyl)pyrimidin-2-amine